Trans-2-[4-[2-[(1R)-1-hydroxyethyl]-6-(methylamino)imidazo[4,5-c]pyridin-1-yl]cyclohexyl]acetonitrile L-malate C([C@@H](O)CC(=O)O)(=O)O.O[C@H](C)C=1N(C2=C(C=NC(=C2)NC)N1)[C@@H]1CC[C@H](CC1)CC#N